C(CCCCCCCCCCCCCCC(C)C)(=O)OCCC(C)C isoamyl isostearate